C(#N)C=1C=C(C=C(C1)OC)C1=CC=C(C=C1)CN1C=CC2=C(C=CC(=C12)C(=O)NC1CC2(CCC2)C1)F (Ra)-6-(1-((3'-Cyano-5'-methoxy-[1,1'-biphenyl]-4-yl)methyl)-4-fluoro-1H-indol-7-carboxamido)spiro[3.3]heptan